ClC=1C=NC(=NC1)C1CC2C(CNC2)C1 5-(5-chloropyrimidin-2-yl)octahydrocyclopenta[c]pyrrole